7,8,9,10-tetrahydro-6,8,11-trihydroxy-1-methoxy-5,12-tetracene-dione hydrochloride Cl.OC1=C2C(C=3C=CC=C(C3C(C2=C(C=2CCC(CC12)O)O)=O)OC)=O